methyl N-[4-carbamoyl-1-[4-(cyanomethyl)-3-fluoro-1-[(4-fluoro-6-phenyl-3-pyridyl)methyl]-4-piperidyl]pyrazol-3-yl]carbamate C(N)(=O)C=1C(=NN(C1)C1(C(CN(CC1)CC=1C=NC(=CC1F)C1=CC=CC=C1)F)CC#N)NC(OC)=O